2,2,2-trifluoroethyl-n-propyl ether FC(COCCC)(F)F